(Z)-vinyl bromide C(=C)Br